[SiH]1=NC=CC=C1 silazine